2-amino-4-methyl-5-hydroxynitrobenzene NC1=C(C=C(C(=C1)C)O)[N+](=O)[O-]